2-(3-(3-(4-((2-(3-fluorobenzoyl)-6-hydroxybenzo[b]thiophen-3-yl)oxy)phenoxy)azetidine-1-yl)propoxy)acetic acid FC=1C=C(C(=O)C2=C(C3=C(S2)C=C(C=C3)O)OC3=CC=C(OC2CN(C2)CCCOCC(=O)O)C=C3)C=CC1